tetramethylbutanediamine nickel difluoride [Ni](F)F.CC(C(C(N)(N)C)(C)C)C